2-cyano-cyclobutanecarboxamide C(#N)C1C(CC1)C(=O)N